1-[4-[4-(3,4-dichloro-2-fluoro-anilino)pyrido[3,2-d]pyrimidin-6-yl]piperazin-1-yl]prop-2-en-1-one ClC=1C(=C(NC=2C3=C(N=CN2)C=CC(=N3)N3CCN(CC3)C(C=C)=O)C=CC1Cl)F